N[C@H]1C[C@@H](CCC1)N1N=C(C=2C(=NC=C(C21)I)NCC2=C(C=C(C=C2)OC)OC)C2=CC=C(C(=O)NC1=NC=CC(=C1)C(F)(F)F)C=C2 4-[1-[(1r,3r)-3-aminocyclohexyl]-4-[(2,4-dimethoxyphenyl)methyl-amino]-7-iodo-pyrazolo[4,3-c]pyridin-3-yl]-N-[4-(trifluoromethyl)-2-pyridinyl]benzamide